C(C)(C)C1=C(C=CC=C1)C1=NC=C(C(=N1)NCC1CCC(CC1)C1=NC=CC=C1)OC 2-(2-Isopropylphenyl)-5-methoxy-N-((4-(pyridin-2-yl)cyclohexyl)methyl)pyrimidin-4-amine